Cumenesulfonic acid sodium salt [Na+].C=1(C(=CC=CC1)S(=O)(=O)[O-])C(C)C